Tetraglycidyl-xylenol C(C1CO1)C1=C(C(=C(C(C1(C)O)C)CC1CO1)CC1CO1)CC1CO1